O1CCC2(CC1)OCC=1C2=NC=CC1 2',3',5',6'-tetrahydro-5H-spiro[furo[3,4-b]pyridin-7,4'-pyran]